COC(=O)C[C@@H]1C2=CC(=C(C=C2OC3=C1C4=C(C[C@H]([C@H](O4)C5=CC(=C(C=C5)O)O)O)C(=C3)O)O)O The molecule is an organic heterotetracyclic compound that is 3,4-dihydro-2H,12H-pyrano[2,3-a]xanthene substituted by a 3,4-dihydroxyphenyl group at position 2, hydroxy groups at positions 3, 5, 9 and 10 and a 2-methoxy-2-oxoethyl group at position 12 (the 2R,3R,12R stereoisomer). It is isolated from the barks of Trichilia catigua and exhibits antioxidant activity. It has a role as an antioxidant and a plant metabolite. It is an extended flavonoid, a polyphenol, an organic heterotetracyclic compound, a methyl ester and a member of catechols.